FC1(CC(C1)COC1=CC=C2CCN(CC2=C1)C(=O)OCCCC)F butyl 7-[(3,3-difluorocyclobutyl)methoxy]-3,4-dihydro-1H-isoquinoline-2-carboxylate